tert-butyl 3-[4-[4-[2-[(3S)-2,6-dioxo-3-piperidyl]-1-oxo-isoindolin-5-yl]piperazin-1-yl]-1-piperidyl]azetidine-1-carboxylate O=C1NC(CC[C@@H]1N1C(C2=CC=C(C=C2C1)N1CCN(CC1)C1CCN(CC1)C1CN(C1)C(=O)OC(C)(C)C)=O)=O